2,6-dichlorophenylthiourea ClC1=C(C(=CC=C1)Cl)NC(=S)N